FC1=CC=C(C=C1)C1=NN(C=C1)C1OCCCC1 3-(4-fluorophenyl)-1-(oxan-2-yl)-1H-pyrazole